[Si](C)(C)(C(C)(C)C)OC[C@H](C1=CC(=CC=C1)C(C)(F)F)N[S@@](=O)C(C)(C)C (S)-N-((S)-2-((tert-Butyldimethylsilyl)oxy)-1-(3-(1,1-difluoroethyl)phenyl)ethyl)-2-methylpropan-2-sulfinamide